[F-].CC1C(C(N(CC1)C)(C)C)(C)C hexamethylpiperidine fluoride